N1=CC(N2C1=CNC=C2)=O imidazo[1,2-a]Pyrazine-3(7H)-one